O(C1=CC=CC=C1)N(P(=O)(N)N)CCOCC1=CC=C(C=C1)C phenoxy-N-(2-(4-methylbenzyloxy)ethyl)-phosphoramide